2-(benzyloxy)-3-bromopyridine-4-carboxylic acid C(C1=CC=CC=C1)OC1=NC=CC(=C1Br)C(=O)O